FC1(CN(CCC1COS(=O)(=O)C1=CC=C(C=C1)[N+](=O)[O-])C(=O)OCC1=CC=CC=C1)F benzyl 3,3-difluoro-4-((((4-nitrophenyl)sulfonyl)oxy) methyl)piperidine-1-carboxylate